6-[(1E)-prop-1-en-1-yl]pyrazolo[1,5-a]pyridine C(=C\C)/C=1C=CC=2N(C1)N=CC2